(1-methyl-4-(pyridin-2-yl)-1H-imidazol-2-yl)methanamine CN1C(=NC(=C1)C1=NC=CC=C1)CN